methylnorbornene CC12CCC(C1)C=C2